benzyl (S)-2-(2-(3-bromo-5-(3,5-dimethyl-1H-pyrazol-1-yl) phenyl)-4-methoxy-4-carbonylbutyl)-2,6-diazaspiro[3.4]octane-6-carboxylate BrC=1C=C(C=C(C1)N1N=C(C=C1C)C)[C@@H](CN1CC2(C1)CN(CC2)C(=O)OCC2=CC=CC=C2)CC(=C=O)OC